CSC1=CC=C(C=O)C=C1 4-(Methylmercapto)benzaldehyde